FC1=C(C=C(C=C1)N(C=1C=C2CCC[C@H](C2=CC1)CNC=1C=NC=CC1C(=O)O)C)OC 3-({[(1R)-6-[(4-fluoro-3-methoxyphenyl)(methyl)amino]-1,2,3,4-tetrahydronaphthalen-1-yl]methyl}amino)pyridine-4-carboxylic acid